O1CC(C1)N1C(C=CC(=C1)B1OC(C(O1)(C)C)(C)C)=O 1-(oxetan-3-yl)-5-(4,4,5,5-tetramethyl-1,3,2-dioxaborolan-2-yl)-1,2-dihydropyridin-2-one